3-(4-methoxyphenyl)-4,6-diphenyl-2H-chromen-2-one COC1=CC=C(C=C1)C=1C(OC2=CC=C(C=C2C1C1=CC=CC=C1)C1=CC=CC=C1)=O